C(C)C1=NN(C2=C(C=CC(=C12)Br)C)COCC[Si](C)(C)C ethyl-4-bromo-7-methyl-1-((2-(trimethylsilyl)ethoxy)methyl)-1H-indazole